C1(CCCC1)N(C)CC(=O)O (cyclopentyl-methyl-amino)-acetic acid